OCC(CN1C(C=CC2=C1N=CN=C2)=O)(C)C 8-(3-hydroxy-2,2-dimethylpropyl)pyrido[2,3-d]pyrimidin-7(8H)-one